N-(6-bromo-2-methylpyridin-3-yl)methanesulfonamide BrC1=CC=C(C(=N1)C)NS(=O)(=O)C